methyl 3-[[4-[(3S)-3-(tert-butoxycarbonylamino)-4-[1-(trifluoromethyl)cyclopropyl]butyl]-6-(2,6-dimethylphenyl)pyrimidin-2-yl]sulfamoyl]benzoate C(C)(C)(C)OC(=O)N[C@@H](CCC1=NC(=NC(=C1)C1=C(C=CC=C1C)C)NS(=O)(=O)C=1C=C(C(=O)OC)C=CC1)CC1(CC1)C(F)(F)F